dibenzylhydrazine C1=CC=C(C=C1)CN(CC2=CC=CC=C2)N